(S)-3-(1-isopropyl-3-(5-(trifluoromethyl)pyridin-3-yl)-1H-pyrazol-5-yl)cyclopentanone C(C)(C)N1N=C(C=C1[C@@H]1CC(CC1)=O)C=1C=NC=C(C1)C(F)(F)F